3-[2-chloro-5-(3,5-dimethyl-2,6-dioxo-4-thioxo-1,3,5-triazin-1-yl)-4-fluoro-phenyl]-5-methyl-4H-isoxazole-5-carboxylic acid ethyl ester C(C)OC(=O)C1(CC(=NO1)C1=C(C=C(C(=C1)N1C(N(C(N(C1=O)C)=S)C)=O)F)Cl)C